phenylpyrazol-3-amine C1(=CC=CC=C1)C=1C(=NNC1)N